N-[6-methoxy-2-[4-(piperazin-1-ylmethyl)cyclohexyl]indazol-5-yl]-6-(trifluoromethyl)pyridine-2-carboxamide COC=1C(=CC2=CN(N=C2C1)C1CCC(CC1)CN1CCNCC1)NC(=O)C1=NC(=CC=C1)C(F)(F)F